C1(CCC1)C1=C(C(=C2C=NC(=NN21)N[C@H]2[C@@H](COCC2)O)F)C#N 7-cyclobutyl-5-fluoro-2-(((3S,4R)-3-hydroxytetrahydro-2H-pyran-4-yl)amino)pyrrolo[2,1-f][1,2,4]triazine-6-carbonitrile